C1(CC1)C1=C(C(=NO1)C1=NN(C2=NC=NC(=C21)N)C(C)C)C2=NC=CC=N2 3-(5-cyclopropyl-4-(pyrimidin-2-yl)isoxazol-3-yl)-1-isopropyl-1H-pyrazolo[3,4-d]pyrimidin-4-amine